dihydroxypropyl-dimethyl-ammonium hydroxide [OH-].OC(CC[NH+](C)C)O